COC(=O)C=1C=C2N(C(C=C(N2)C)=O)C1 2-Methyl-4-oxo-1,4-dihydropyrrolo[1,2-a]pyrimidine-7-carboxylic acid methyl ester